ClC=1C(=C2CN(CC2=CC1)C(=O)C=1C=C2CN(C(C2=CC1)=O)C1C(NC(CC1)=O)=O)F 3-(5-(5-chloro-4-fluoroisoindoline-2-carbonyl)-1-oxoisoindolin-2-yl)piperidine-2,6-dione